FC(C(=O)O)(F)F.ClC=1C(=C(C=C(C1)F)O)C1=CC=C2C(=N1)N=C(O2)N[C@H]2CN(CCC2)CC (R)-3-Chloro-2-(2-((1-ethylpiperidin-3-yl)amino)oxazolo[4,5-b]pyridin-5-yl)-5-fluorophenol 2,2,2-trifluoroacetate